S(C)(=O)(=O)O.FC1=C(C(=CC=C1)C(F)(F)F)C=1NC(=C(N1)C1=CC=C2C(=N1)N(C(=N2)N)CC(C)C)C2=CC=CC=C2 5-[2-(2-fluoro-6-trifluoromethylphenyl)-5-phenyl-1H-imidazol-4-yl]-3-isobutyl-3H-imidazo[4,5-b]pyridin-2-ylamine mesylate